C(C)(C)(C)OC(=O)N1CC=2C(=NC(=NC2CC1)Cl)Cl.FC(OC1=C(C=C(N)C=C1)C=1N=COC1)F 4-(difluoromethoxy)-3-(oxazol-4-yl)aniline tert-butyl-2,4-dichloro-5,6,7,8-tetrahydro-1,3,6-triaza-6-naphthoate